5-vinylnaphthalen-1-amine C(=C)C1=C2C=CC=C(C2=CC=C1)N